rac-4-(4-acryloylpiperazin-1-yl)-N-methyl-7-(8-methylnaphthalen-1-yl)-N-(1-methylpyrrolidin-3-yl)-5,6,7,8-tetrahydro-1,7-naphthyridine-2-carboxamide C(C=C)(=O)N1CCN(CC1)C1=CC(=NC=2CN(CCC12)C1=CC=CC2=CC=CC(=C12)C)C(=O)N([C@H]1CN(CC1)C)C |r|